4-(((3-(5-iodo-2-methoxyphenyl)-2,6-dioxotetrahydropyrimidine-1(2H)-yl)methyl)amino)-4-oxobutanoate IC=1C=CC(=C(C1)N1C(N(C(CC1)=O)CNC(CCC(=O)[O-])=O)=O)OC